(2S,4S)-4-morpholino-2-phenylpiperidine-1-carboxylic acid tert-butyl ester C(C)(C)(C)OC(=O)N1[C@@H](C[C@H](CC1)N1CCOCC1)C1=CC=CC=C1